C1(=CC=C(C=C1)C(=O)OOC(=O)OCCCCCCOC(=O)OOC(=O)C1=CC=C(C=C1)C)C 1,6-bis(p-toluoylperoxycarbonyloxy)hexane